FC=1C=C(C=CC1)C1=NN(C2=CC(=CC=C12)C(=O)O)C 3-(3-fluorophenyl)-1-methyl-1H-indazole-6-carboxylic acid